5-hydroxyisoindoline-2-carboxamide OC=1C=C2CN(CC2=CC1)C(=O)N